O=C1NC(CCC1N1C=C2C=CC(=CC2=C1)OCCN1CCNCC1)=O 2-(2,6-dioxopiperidin-3-yl)-5-[2-(piperazin-1-yl)ethoxy]isoindole